C(CCCCCCC\C=C/C\C=C/CCCCC)(=O)OCC1=CC(=CC(=C1)COC(=O)OCC1CN(CCC1)CC)COC(CCC(OCCCCCCCC)OCCCCCCCC)=O 3-(((4,4-bis(octyloxy)butanoyl)oxy)methyl)-5-(((((1-ethylpiperidin-3-yl)methoxy)carbonyl)oxy)methyl)benzyl (9Z,12Z)-octadeca-9,12-dienoate